C(C)NC1=C2C(=NC(=C1)NC1=CC=C(C=3CCOC31)C(=O)N3CCN(CC3)CCO)NC=C2C(F)(F)F (7-((4-(ethylamino)-3-(trifluoromethyl)-1H-pyrrolo[2,3-b]pyridin-6-yl)amino)-2,3-dihydrobenzo-furan-4-yl)(4-(2-hydroxyethyl)piperazin-1-yl)methanone